COC=1C=C2CCN3C(C2=CC1OC)=CC(N(C3=O)CCNC(N)=O)=NC3=C(C=C(C=C3C)C)C 9,10-dimethoxy-2-(2,4,6-trimethylphenylimino)-3-(N-carbamoyl-2-aminoethyl)-3,4,6,7-tetrahydro-2H-pyrimido(6,1-a)isoquinolin-4-one